(S)-2-((4-(6-((4-Chloro-2-fluorobenzyl)oxy)pyridin-2-yl)piperidin-1-yl)methyl)-4-hydroxy-1-(oxetan-2-ylmethyl)-1H-benzo[d]imidazole-5-carboxylic acid ClC1=CC(=C(COC2=CC=CC(=N2)C2CCN(CC2)CC2=NC3=C(N2C[C@H]2OCC2)C=CC(=C3O)C(=O)O)C=C1)F